(2S)-2-(9H-fluoren-9-ylmethoxycarbonylamino)-4-(2-fluoro-3-methyl-benzothien-5-yl)butanoic acid C1=CC=CC=2C3=CC=CC=C3C(C12)COC(=O)N[C@H](C(=O)O)CCC=1C=CC2=C(C(=C(S2)F)C)C1